((6-(7-azabicyclo[2.2.1]heptane-7-yl)-1-oxo-2,3-dihydro-1H-pyrrolo[3,4-c]pyridin-4-yl)methyl)(methyl)carbamate C12CCC(CC1)N2C2=CC1=C(C(=N2)COC(NC)=O)CNC1=O